6-(((6aS)-5-((Allyloxy)carbonyl)-2-methoxy-12-oxo-6-((tetra-hydro-2H-pyran-2-yl)oxy)-5,6,6a,7,8,9,10,12-octahydrobenzo[e]pyrido[1,2-a][1,4]diazepin-3-yl)oxy)hexanoic acid C(C=C)OC(=O)N1C([C@H]2N(C(C3=C1C=C(C(=C3)OC)OCCCCCC(=O)O)=O)CCCC2)OC2OCCCC2